5,6-Difluoro-8-methoxy-7-nitroquinoline FC1=C2C=CC=NC2=C(C(=C1F)[N+](=O)[O-])OC